O1CC[C@@H](C2=CC=CC=C12)NC(=O)C=1C=NC2=C(N=CC=C2C1CC#N)C1=CC(=CC(=C1)Cl)Cl N-[(4S)-chroman-4-yl]-4-(cyanomethyl)-8-(3,5-dichlorophenyl)-1,7-naphthyridine-3-carboxamide